BrC1=C2C(=NC=C1)NC(N2C)=O 7-bromo-1-methyl-1,3-dihydro-2H-imidazo[4,5-b]pyridin-2-one